O.O.O.O.[Pb](I)I lead iodide, tetrahydrate